O[C@H](C)[C@H]1N(C/C(/C1)=N/OC)C(=O)C1=CC=C(C=C1)C1=C(C=CC=C1)C |&1:1| (S,E,RS)-(2-(1-hydroxyethyl)-4-(methoxyimino)pyrrolidin-1-yl)(2'-methyl-[1,1'-biphenyl]-4-yl)methanone